tert-butyl 4-(4-amino-2,5-difluorophenyl)-3,6-dihydropyridine-1(2H)-carboxylate NC1=CC(=C(C=C1F)C=1CCN(CC1)C(=O)OC(C)(C)C)F